NCC=1C=C2C=C(N(C2=CC1)CCCS(=O)(=O)C)CN1C(N(C2=C1C=NC=C2)C)=O 3-((5-(aminomethyl)-1-(3-(methylsulfonyl)propyl)-1H-indol-2-yl)methyl)-1-methyl-1,3-dihydro-2H-imidazo[4,5-c]pyridin-2-one